C[C@@H]1CCC2=C(C=3CCCC3C=C12)NC(=O)N=[S@@](=O)(N)C=1C=NN2C1OCCC2 (S)-N'-(((R)-1-methyl-1,2,3,5,6,7-hexahydro-s-indacen-4-yl)carbamoyl)-6,7-dihydro-5H-pyrazolo[5,1-b][1,3]oxazine-3-sulfonimidamide